3-[4-amino-8-(dimethylamino)pyrido[3,2-d]Pyrimidin-6-yl]Benzene NC=1C2=C(N=CN1)C(=CC(=N2)C=2C=CC=CC2)N(C)C